NCC(=O)[O-].NCC(=O)[O-].[Ca+2] Calcium Bisglycinate